ClC1=NC(=NC(=N1)C1=CC=CC2=CC=CC=C12)C1=CC=CC=C1 2-chloro-4-(1-naphthyl)-6-phenyl-1,3,5-triazine